ClC1=C(C=C2C=C(N=CC2=C1)NC(=O)[C@H]1[C@](C1)(C1COCC1)C)N1CCN(CC1)[C@@]1(COC[C@@H]1O)C (1R,2R)-N-[7-chloro-6-[4-((3R,4R)-4-hydroxy-3-methyl-tetrahydrofuran-3-yl)piperazin-1-yl]-3-isoquinolinyl]-2-methyl-2-tetrahydrofuran-3-yl-cyclopropanecarboxamide